OCC1=C(C(OC1=O)(CCC(=O)[O-])C(F)(F)F)C1=CC=CC=C1 4-hydroxymethyl-5-oxo-3-phenyl-2-trifluoromethyl-2,5-dihydrofuran-2-propionate